COCC1O[C@]2([C@@H](O1)C[C@]13[C@@H](CC[C@H]1C([C@H]2C3)(C)C)C)C (3aS,4aR,5R,7aS,9R,9aR)-2-(methoxymethyl)-5,8,8,9a-tetramethyloctahydro-4H-4a,9-methanoazuleno[5,6-d][1,3]dioxole